C(C)(C)NC(=O)N1C2CNC(C1)C2 N-Isopropyl-2,5-diazabicyclo[2.2.1]heptane-2-carboxamide